2-Methylthieno[2,3-b]thiophene CC1=CC2=C(SC=C2)S1